3-(3-(1-cyano-1-(2-(2-fluoro-5-((6-fluoro-4-methyl-1H-indol-5-yl)oxy)phenyl)-1H-imidazol-5-yl)ethyl-2,2,2-d3)phenyl)propanoic acid C(#N)C(C([2H])([2H])[2H])(C1=CN=C(N1)C1=C(C=CC(=C1)OC=1C(=C2C=CNC2=CC1F)C)F)C=1C=C(C=CC1)CCC(=O)O